N1=CC=C(C=C1)CNC1=NC=C(C=N1)C(=O)N [(pyridin-4-ylmethyl)amino]pyrimidin-5-carboxamide